[Ni].C1(=CC(=CC(=C1)C)C)C.C1(=CC(=CC(=C1)C)C)C bis(mesitylene) nickel